COCOC=1C=C(C2=CC=CC=C2C1)B1OC(C(O1)(C)C)(C)C 2-(3-(methoxymethoxy)naphthalen-1-yl)-4,4,5,5-tetramethyl-1,3,2-dioxaborolane